N-(2,3-dihydro-1H-inden-2-yl)-5-(1-oxa-2,7-diazaspiro[4.4]non-2-en-3-yl)pyrimidin-2-amine C1C(CC2=CC=CC=C12)NC1=NC=C(C=N1)C1=NOC2(C1)CNCC2